methyl 3-(p-tolyl)-1,2,4-oxadiazole-5-carboxylate C1(=CC=C(C=C1)C1=NOC(=N1)C(=O)OC)C